(S)-1-amino-2-(1-(3-methylbut-2-enoyl)pyrrolidin-2-yl)-4-(4-((5-methylpyridin-2-yl)carbamoyl)phenyl)-1H-imidazole-5-carboxamide NN1C(=NC(=C1C(=O)N)C1=CC=C(C=C1)C(NC1=NC=C(C=C1)C)=O)[C@H]1N(CCC1)C(C=C(C)C)=O